7-(4-(9-methyl-1,3,4,9-tetrahydro-2H-pyrido[3,4-b]indol-2-yl)butyl)-2H-benzopyran-2-one CN1C2=C(C3=CC=CC=C13)CCN(C2)CCCCC2=CC1=C(C=CC(O1)=O)C=C2